FC1(C(C1)S(=O)(=O)C=1N=C2N(N1)[C@@H](C[C@@H]2F)C2=C(C=CC=C2F)F)F (5S,7S)-2-(2,2-difluorocyclopropyl)sulfonyl-5-(2,6-difluorophenyl)-7-fluoro-6,7-dihydro-5H-pyrrolo[1,2-b][1,2,4]triazole